C[C@H]1[C@@H]([C@H]([C@H]([C@@H](O1)O[C@@H]2[C@H]([C@@H]([C@H](O[C@H]2OC3=C(C(=C4C(=C3)OC(=CC4=O)C5=CC(=C(C=C5)O)OC)O)[C@H]6[C@@H]([C@H]([C@@H]([C@H](O6)CO)O)O)O)CO)O)O)O)O)O The molecule is a C-glycosyl compound that is isoscoparin in which the hydroxyl hydrogen at position 7 is replaced by an alpha-L-rhamnosyl-(1->2)-beta-D-glucosyl moiety. It has a role as a metabolite. It is a C-glycosyl compound, a monomethoxyflavone, a dihydroxyflavone, a glycosyloxyflavone and a disaccharide derivative. It derives from an isoscoparin.